2-(3-((2-((2-(4-(trifluoromethoxy)phenyl)-1H-benzo[d]imidazol-1-yl)methyl)benzyl)oxy)phenyl)propanoic acid FC(OC1=CC=C(C=C1)C1=NC2=C(N1CC1=C(COC=3C=C(C=CC3)C(C(=O)O)C)C=CC=C1)C=CC=C2)(F)F